Cl.C(C)N(CCCC(=O)O)CC 4-(diethylamino)butyric acid hydrogen chloride